(4-(4-cyanopyridin-3-yl)-2-(piperazin-1-yl)phenyl)-2-(2-fluoro-6-methoxyphenyl)pyrimidine-4-carboxamide C(#N)C1=C(C=NC=C1)C1=CC(=C(C=C1)C=1C(=NC(=NC1)C1=C(C=CC=C1OC)F)C(=O)N)N1CCNCC1